ClC1=CC=C2C(=CNC2=C1)S(=O)(=O)NC1=NC=C(C(=N1)OC)OCC#N 6-chloro-N-[5-(cyanomethoxy)-4-methoxy-pyrimidin-2-yl]-1H-indole-3-sulfonamide